ClC1=C(C=C(OCC(=O)NC23CC(C2)(C3)NC=3C=2N(C=CN3)C=C(N2)C)C=C1)F 2-(4-chloro-3-fluorophenoxy)-N-{3-[(2-methylimidazo[1,2-a]pyrazin-8-yl)amino]bicyclo[1.1.1]pentan-1-yl}acetamide